4-{[(2-aminopyridin-4-yl)methyl]amino}-1-methyl-2-oxo-N-phenyl-5-(2,2,2-trifluoroethyl)-1,2,5,6-tetrahydropyridine-3-carbothioamide NC1=NC=CC(=C1)CNC1=C(C(N(CC1CC(F)(F)F)C)=O)C(NC1=CC=CC=C1)=S